3-(2-cyanoethyl)oxan-2-one C(#N)CCC1C(OCCC1)=O